Tert-butyl 2-(5-methoxy-2-methyl-4-aminophenyl)-2,7-diazaspiro[3.5]nonane-7-carboxylate COC=1C(=CC(=C(C1)N1CC2(C1)CCN(CC2)C(=O)OC(C)(C)C)C)N